(aminomethyl)-2-methylisoindolin-1-one NCC1N(C(C2=CC=CC=C12)=O)C